FC=1C=CC=C2C=C(NC12)C(=O)N[C@H](C(N[C@H](C=O)C[C@H]1C(NCC1)=O)=O)C[Si](C)(C)C 7-Fluoro-N-((R)-1-oxo-1-(((S)-1-oxo-3-((S)-2-oxopyrrolidin-3-yl)propan-2-yl)amino)-3-(trimethylsilyl)propan-2-yl)-1H-indole-2-carboxamide